OCCN1CC2(CCN(C2)C2=CC=C(N=N2)C2=C(C=C(C=C2)N2N=CC=C2)O)CC1 2-(6-(7-(2-hydroxyethyl)-2,7-diazaspiro[4.4]-nonan-2-yl)pyridazin-3-yl)-5-(1H-pyrazol-1-yl)phenol